BrC=1C=C(C=CC1OC)CCN 2-(3-bromo-4-methoxyphenyl)ethan-1-amine